N-(2,6-dioxopiperidin-3-yl)-2-fluoro-3-thiomorpholinomethylbenzamide O=C1NC(CCC1NC(C1=C(C(=CC=C1)CN1CCSCC1)F)=O)=O